2-({4-[2-(4-chloro-2-fluorophenyl)-2-methyl-1,3-benzodioxol-4-yl]piperidin-1-yl}methyl)-1-(pyridin-3-ylmethyl)-1H-benzimidazole-6-carboxylic acid ClC1=CC(=C(C=C1)C1(OC2=C(O1)C=CC=C2C2CCN(CC2)CC2=NC1=C(N2CC=2C=NC=CC2)C=C(C=C1)C(=O)O)C)F